3-chloro-N-[(1s,4s)-4-{[2-(trifluoromethyl)quinolin-4-yl]amino}cyclohexyl]benzamide ClC=1C=C(C(=O)NC2CCC(CC2)NC2=CC(=NC3=CC=CC=C23)C(F)(F)F)C=CC1